C(#N)C([C@H](C[C@H]1C(NCC1)=O)NC([C@H](CC(C)C)NC(O)=O)=O)O ((2S)-1-(((2S)-1-cyano-1-hydroxy-3-((S)-2-oxopyrrolidin-3-yl)propan-2-yl)amino)-4-methyl-1-oxopentan-2-yl)carbamic acid